C[Zr](C1C=CC2=CC=CC=C12)C dimethyl-(indenyl)zirconium